(S)-1-(3-cyanopyrazin-2-yl)-3-methoxy-N-(6-(5-methyl-6,7-dihydro-5H-pyrrolo[2,1-c][1,2,4]triazol-3-yl)pyridin-2-yl)-1H-pyrazole-4-carboxamide C(#N)C=1C(=NC=CN1)N1N=C(C(=C1)C(=O)NC1=NC(=CC=C1)C=1N2C(=NN1)CC[C@@H]2C)OC